(R)-N'-((3,3-dimethyl-1,2,3,5,6,7-hexahydrodicyclopenta[b,e]pyridin-8-yl)carbamoyl)-4-(hydroxymethyl)-2-isopropylthiazole-5-sulfonimidamide CC1(CCC=2C1=NC1=C(C2NC(=O)N=[S@](=O)(N)C2=C(N=C(S2)C(C)C)CO)CCC1)C